N-(2,6-diisopropylphenyl)phthalimide C(C)(C)C1=C(C(=CC=C1)C(C)C)N1C(C=2C(C1=O)=CC=CC2)=O